OCCCCCO 1,5-dihydroxypentane